CC(CO)C=C 2-methylbut-3-en-1-ol